BrC=1C=C(C(=O)NC2[C@H]3CC(C[C@@H]23)(O)C2=C3C=NNC3=CC(=C2)Cl)C=CC1F 3-bromo-N-((1R,3r,5S,6r)-3-(6-chloro-1H-indazol-4-yl)-3-hydroxybicyclo[3.1.0]hexan-6-yl)-4-fluorobenzamide